6-(3-Chloro-1H-pyrazol-4-yl)-2-(1-(3-hydroxyphenyl)ethyl)isoquinolin-1(2H)-one ClC1=NNC=C1C=1C=C2C=CN(C(C2=CC1)=O)C(C)C1=CC(=CC=C1)O